3-(6-(benzyl(methyl)amino)hexyl) 5-methyl 2,6-dimethyl-4-phenyl-1,4-dihydropyridine-3,5-dicarboxylate CC=1NC(=C(C(C1C(=O)OCCCCCCN(C)CC1=CC=CC=C1)C1=CC=CC=C1)C(=O)OC)C